hafnium tetra(tetrahydroborate) [BH4-].[BH4-].[BH4-].[BH4-].[Hf+4]